NC1=NC=NN2C1=C(C=C2C=2C=C(C(=NC2)OC[2H])C(=O)N[C@@H]2CN(C[C@@H]2F)C(C2=CC=C(C=C2)F)=O)C(F)(F)F 5-[4-amino-5-(trifluoromethyl)pyrrolo[2,1-f][1,2,4]triazin-7-yl]-N-[(3R,4S)-4-fluoro-1-(4-fluorobenzoyl)pyrrolidin-3-yl]-2-(deutero)methoxypyridine-3-carboxamide